methyl 7-phenylimidazo[1,5-a]pyridine-5-carboxylate C1(=CC=CC=C1)C1=CC=2N(C(=C1)C(=O)OC)C=NC2